ClC1=CN=C(C=C1C#N)NC1=C(N=C2N1CCN(C2(C)C)C(CN)=O)C2=CC(=C(C(=C2)F)F)F 5-chloro-2-((7-glycyl-8,8-dimethyl-2-(3,4,5-trifluorophenyl)-5,6,7,8-tetrahydroimidazo[1,2-a]pyrazin-3-yl)amino)isonicotinonitrile